CC(CCCCCC)CCCCCC(CCCCCCCCCCCC)C 7,13-Dimethylpentacosane